4-{[3-(2-aminobenzo[d]thiazol-6-yl)-5-(2-trifluoromethylphenyl)-1H-pyrazol-1-yl]methyl}-N-hydroxybenzamide NC=1SC2=C(N1)C=CC(=C2)C2=NN(C(=C2)C2=C(C=CC=C2)C(F)(F)F)CC2=CC=C(C(=O)NO)C=C2